(R)-(4-Chloro-6-methyl-1H-benzo[d]imidazol-2-yl)(5-methyl-7,8-dihydro-1,6-naphthyridin-6(5H)-yl)methanone ClC1=CC(=CC=2NC(=NC21)C(=O)N2[C@@H](C=1C=CC=NC1CC2)C)C